COC(=O)C12C(C(C1)(C2)COS(=O)(=O)C)C Methyl-3-(((methylsulfonyl)oxy)methyl)bicyclo[1.1.1]pentane-1-carboxylic acid methyl ester